4-chloro-2-morpholin-4-yl-8-(1H-pyrazol-3-yl)-[1,7]naphthyridine ClC1=CC(=NC2=C(N=CC=C12)C1=NNC=C1)N1CCOCC1